ClC1=C(C=C(C=C1F)[C@H]1C[C@H](C1)OC=1N=CC(=NC1)C1=CC(=NO1)O)F 5-(5-{[cis-3-(4-chloro-3,5-difluorophenyl)cyclobutyl]oxy}pyrazin-2-yl)isoxazol-3-ol